tert-butyl (R)-3-((5-acetyl-1-(6-((tert-butoxycarbonyl)amino)hexan-2-yl)-7-(dimethylcarbamoyl)-1H-benzo[d]imidazol-2-yl)carbamoyl)benzoate C(C)(=O)C1=CC2=C(N(C(=N2)NC(=O)C=2C=C(C(=O)OC(C)(C)C)C=CC2)[C@H](C)CCCCNC(=O)OC(C)(C)C)C(=C1)C(N(C)C)=O